C(CCCCCCCC)NC(O)=O.CC1=C(C=CC=C1)C1=NN2C(=NC=3C=CC=CC3C2=N1)NC1C(NCCC1)=O 3-{[2-(2-Methylphenyl)[1,2,4]triazolo[1,5-c]quinazolin-5-yl]amino}piperidin-2-one nonylcarbamate